1,2-divinyl-1,1,2,2-tetrachlorodisilane C(=C)[Si]([Si](Cl)(Cl)C=C)(Cl)Cl